BrC1=CC2=C(N(C(=N2)[C@@H]2CCCC(N2C2=CC(=C(C=C2)OC)F)=O)C2CCC(CC2)(C)O)C=C1 (S)-6-(5-bromo-1-(cis-4-hydroxy-4-methylcyclohexyl)-1H-benzo[d]imidazol-2-yl)-1-(3-fluoro-4-methoxyphenyl)piperidin-2-one